NC1=NN2C(C=C(C=C2)C=2C=C(C(=NC2)OC)C(=O)N[C@@H]2CN(CC2)CC2=CC=CC=C2)=N1 5-{2-amino-[1,2,4]triazolo[1,5-a]pyridin-7-yl}-N-[(3S)-1-benzyl-pyrrolidin-3-yl]-2-methoxypyridine-3-carboxamide